BrC1=C(C=CC=C1)[C@@H](C)OC(=O)NC=1C(=NOC1C1=CC=C(C(=N1)C)OC1CC(CCC1)C(=O)O)C 3-((6-(4-((((R)-1-(2-bromophenyl)ethoxy)carbonyl)amino)-3-methylisoxazol-5-yl)-2-methylpyridin-3-yl)oxy)cyclohexanecarboxylic acid